FC=1C(=C(C=CC1)C=1SC[C@H](N1)[C@H]1SC[C@@H](N1C)C(=O)O)O (2R,4S)-2-((S)-2-(3-fluoro-2-hydroxyphenyl)-4,5-dihydrothiazol-4-yl)-3-methylthiazolidine-4-carboxylic acid